IC1=C(C=C(C(=O)N)C=C1)OCC(=O)C1=CC=C(C=C1)OC 4-iodo-3-(2-(4-methoxyphenyl)-2-oxoethoxy)benzamide